3-(3-Chloro-4-fluorophenylthio)propionic acid ClC=1C=C(C=CC1F)SCCC(=O)O